Ethyl 2-(2-(7-(2-Bromoethoxy)Naphthalen-2-yl)Thiazol-4-yl)Acetate BrCCOC1=CC=C2C=CC(=CC2=C1)C=1SC=C(N1)CC(=O)OCC